4-(bromoethyl)phenylboric acid BrCCC1=CC=C(C=C1)OB(O)O